BrC1=CC(=CN2C(NC(C=C21)=O)=O)C 5-Bromo-7-methyl-2,3-dihydro-1H-pyrido[2,1-f]pyrimidine-1,3-dione